N,N-diethyl-N-(2-methoxyethyl)-N-methylammonium bis(trifluoromethylsulfonyl)imide [N-](S(=O)(=O)C(F)(F)F)S(=O)(=O)C(F)(F)F.C(C)[N+](C)(CCOC)CC